2-(benzyloxy)-3-ethynylbenzaldehyde C(C1=CC=CC=C1)OC1=C(C=O)C=CC=C1C#C